CN1N=C(C(=C1)NC1=NC=C(C=N1)I)C N-(1,3-dimethyl-1H-pyrazol-4-yl)-5-iodopyrimidin-2-amine